COC=1C=C2C3(ONC2=CC1)C(C3)C3=CC=C1C(=NNC1=C3)/C=C/C3=CC=C(CN1CCC(CC1)(C(=O)N)C)C=C3 1-(4-((E)-2-(6-(5'-methoxy-2'-oxaspiro[cyclopropan-1,3'-indoline]-2-yl)-1H-indazol-3-yl)vinyl)benzyl)-4-methylpiperidine-4-carboxamide